methyl 5-acetamido-4'-fluoro-2-iodo-[1,1'-biphenyl]-4-carboxylate C(C)(=O)NC=1C(=CC(=C(C1)C1=CC=C(C=C1)F)I)C(=O)OC